CC(=CC#N)C 3-methylbutan-2-enenitrile